C1(CC1)N1N=CC(=C1C=1C(=NC(=CC1)NC1CC1)F)C(=O)O 1-Cyclopropyl-5-[6-(cyclopropyl-amino)-2-fluoropyridin-3-yl]pyrazole-4-carboxylic acid